4-bromo-2,7-di-t-butyl-9,9-di-n-octylfluorene BrC1=CC(=CC=2C(C3=CC(=CC=C3C12)C(C)(C)C)(CCCCCCCC)CCCCCCCC)C(C)(C)C